tert-butyl (S)-3-((6-bromopyridin-3-yl)oxy)pyrrolidine-1-carboxylate BrC1=CC=C(C=N1)O[C@@H]1CN(CC1)C(=O)OC(C)(C)C